C(C)(C)C1=NC(=CC(=N1)N)N1CCOCC1 2-isopropyl-6-(morpholin-4-yl)pyrimidin-4-amine